ClC1=C(C(=CC=C1)Cl)C1=CC(=CC=C1)[C@H](CC(=O)[O-])NC(=O)NC=1C(N(C=CC1[O-])C)=O.[Na+].[Na+] Natrium (S)-3-(2',6'-Dichlorobiphenyl-3-yl)-3-(3-(1-methyl-4-oxido-2-oxo-1,2-dihydropyridin-3-yl)ureido)propanoat